6'-((1S,2S)-2-(6-(2,4-dimethoxypyrimidin-5-yl)-3-fluoroimidazo[1,2-b]pyridazin-8-yl)cyclopropyl)-1'-(2,2,2-trifluoroethyl)spiro[cyclobutane-1,3'-indolin]-2'-one COC1=NC=C(C(=N1)OC)C=1C=C(C=2N(N1)C(=CN2)F)[C@@H]2[C@H](C2)C2=CC=C1C3(C(N(C1=C2)CC(F)(F)F)=O)CCC3